1,3-Bis(4'-aminophenoxy)benzene dimethyl-(2-(2-isopropyl-1-methyl-1H-imidazo[4,5-b]pyrazin-6-yl)-2-oxoethyl)phosphonate COP(OC)(=O)CC(=O)C1=CN=C2C(=N1)N(C(=N2)C(C)C)C.NC2=CC=C(OC1=CC(=CC=C1)OC1=CC=C(C=C1)N)C=C2